1,3,5-Triphenylbenzene C1(=CC=CC=C1)C1=CC(=CC(=C1)C1=CC=CC=C1)C1=CC=CC=C1